FC(C1=CC(=C(N=N1)OC)C1=CC(=NC=C1C(=O)NC=1SC2=C(N1)CN(C2)C(C2=NC=CC(=C2F)C(F)(F)F)=O)C)F 4-(6-(difluoromethyl)-3-methoxypyridazin-4-yl)-N-(5-(3-fluoro-4-(trifluoromethyl)picolinoyl)-5,6-dihydro-4H-pyrrolo[3,4-d]thiazol-2-yl)-6-methylnicotinamide